3,4-Difluoro-2-(2-fluoro-4-iodoanilino)-5-[[2-(methylsulfamoylamino)pyridin-4-yl]methyl]benzamide FC=1C(=C(C(=O)N)C=C(C1F)CC1=CC(=NC=C1)NS(NC)(=O)=O)NC1=C(C=C(C=C1)I)F